N-(4-(4-amino-2-(2-methoxyethyl)-1H-imidazolo[4,5-c]quinolin-1-yl)butyl)-N-(tetrahydro-2H-pyran-4-yl)acetamide NC1=NC=2C=CC=CC2C2=C1N=C(N2CCCCN(C(C)=O)C2CCOCC2)CCOC